(4R)-2-{[(2S)-1,4-dioxan-2-yl]methyl}-4-methyl-N-[(6-methylpyridin-2-yl)methyl]-8-(trifluoromethyl)-4,5-dihydro-2H-furo[2,3-g]indazole-7-carboxamide O1[C@H](COCC1)CN1N=C2C3=C(C[C@H](C2=C1)C)OC(=C3C(F)(F)F)C(=O)NCC3=NC(=CC=C3)C